FC=1C=C(NC1C)C(=O)OCC Ethyl 4-fluoro-5-methyl-1H-pyrrole-2-carboxylate